NC=1C2=C(N=CN1)N(C=C2C=2C=NC1=CC=CC=C1C2)[C@@H]2CN(CC2)C(C=C)=O (S)-1-(3-(4-amino-5-(quinolin-3-yl)-7H-pyrrolo[2,3-d]pyrimidin-7-yl)pyrrolidin-1-yl)prop-2-en-1-one